C(CCC)OC(=O)C(C(=O)[O-])(CN)N (1-butoxycarbonyl)-2,3-diaminopropionate